N1N=NN=C1C(CC(=O)O)C(=O)O 1H-tetrazole-5-Succinic acid